CC1=CC=NN1CC12CC3(CC(CC(C1)C3)C2)OCCOCCOCCO 2-{2-[2-({3-[(5-methyl-1H-pyrazol-1-yl)methyl]tricyclo[3.3.1.13,7]dec-1-yl}oxy)ethoxy]ethoxy}ethanol